2,8-dimethyl-3-nitro-8-(trifluoromethyl)-7,8-dihydro-6H-pyrazolo[1,5-a]pyrrolo[2,3-e]pyrimidine-6-carboxylic acid tert-butyl ester C(C)(C)(C)OC(=O)N1CC(C2=C1C=NC=1N2N=C(C1[N+](=O)[O-])C)(C(F)(F)F)C